CC1=C(C=CC(=C1)C1=NN=CN1)C1=CN=C2C(=N1)NC(CN2)=O 7-(2-methyl-4-(4H-1,2,4-triazol-3-yl)phenyl)-3,4-dihydropyrazino[2,3-b]pyrazin-2(1H)-one